glycinylcarbamoyl-adenine NCC(=O)NC(=O)C1=NC(=C2NC=NC2=N1)N